[(2R)-2-[(3R,4S)-3,4-dihydroxyoxolan-2-yl]-2-hydroxyethyl] (Z)-octadec-9-enoate C(CCCCCCC\C=C/CCCCCCCC)(=O)OC[C@@H](O)C1OC[C@@H]([C@H]1O)O